CC1(OB(OC1(C)C)B1OCCO1)C 4,4,5,5-tetramethyl-1,3,2-dioxaborolan-2-yl-1,3,2-dioxaborolane